ClC1=CC=C(C(=N1)C(=O)NS(=O)(=O)C)N[C@H](C)C=1C=C(C=C2C(C(=C(OC12)C1=NNC=C1)C)=O)C 6-Chloro-3-[[(1R)-1-[3,6-dimethyl-4-oxo-2-(1H-pyrazol-3-yl)chromen-8-yl]ethyl]amino]-N-methylsulfonyl-pyridine-2-carboxamide